FC(C(=O)N1CC(C1)N1N=C(C=2C1=C(N=CC2)OC)C2=CC=C(C=C2)C(F)(F)F)=C 2-fluoro-1-(3-(7-methoxy-3-(4-(trifluoromethyl)phenyl)-1H-pyrazolo[3,4-c]pyridin-1-yl)-azetidin-1-yl)prop-2-en-1-one